Tert-butyl 3-((2,6-dioxopiperidin-3-yl)carbamoyl)benzoate O=C1NC(CCC1NC(=O)C=1C=C(C(=O)OC(C)(C)C)C=CC1)=O